C(C)(=O)C1=CC=C(C=C1)NS(=O)(=O)C1=CC=C(C=C1)C N-(4-acetylphenyl)-4-methylbenzenesulfonamide